Cl.FC(CO[C@@H]1CNCC1)F 3-(S)-(2,2-difluoroethoxy)pyrrolidine hydrochloride